5-{7-[5-((3S,4S)-3-hydroxy-4-morpholin-4-yl-pyrrolidin-1-carbonyl)-pyridin-2-ylamino]-3-methyl-3H-imidazo[4,5-b]pyridin-5-yloxy}-4-methyl-pyridine-2-carbonitrile O[C@H]1CN(C[C@@H]1N1CCOCC1)C(=O)C=1C=CC(=NC1)NC1=C2C(=NC(=C1)OC=1C(=CC(=NC1)C#N)C)N(C=N2)C